1-[3-(7-Morpholin-4-ylquinazolin-4-yl)-phenyl]-1-thiazol-2-ylethanol N1(CCOCC1)C1=CC=C2C(=NC=NC2=C1)C=1C=C(C=CC1)C(C)(O)C=1SC=CN1